3-hexyl-nonanoic acid methyl ester COC(CC(CCCCCC)CCCCCC)=O